PYRIDO[2,3-d]PYRIDAZINE N1=CC=CC=2C1=CN=NC2